CC1=CC=CC2=CC3=CC=CC(=C3C=C12)C 4,5-dimethylanthracene